ClC1=CC(=C(C(=O)O)C=C1S(N)(=O)=O)NCC=1OC=CC1 4-chloro-2-(furan-2-ylmethylamino)-5-sulfamoylbenzoic acid